isopropyl (3R)-1-[(4S)-2-[(3-bromo-2-chloro-phenyl)carbamoyl]-4,5,6,7-tetrahydropyrazolo[1,5-a]pyridin-4-yl]pyrrolidine-3-carboxylate BrC=1C(=C(C=CC1)NC(=O)C1=NN2C([C@H](CCC2)N2C[C@@H](CC2)C(=O)OC(C)C)=C1)Cl